N-(benzo[d]thiazol-2-yl)-1,2,3,4-tetrahydroisoquinoline-8-carboxamide dihydrochloride Cl.Cl.S1C(=NC2=C1C=CC=C2)NC(=O)C=2C=CC=C1CCNCC21